C(C)(C)(C)OC(=O)N1N=C(C2=CC(=CC=C12)C(=O)O)O 1-(tert-butoxycarbonyl)-3-hydroxyindazole-5-carboxylic acid